C(#N)C=1C(=C(C=CC1)C1=C(C=CC(=N1)NS(=O)(=O)C1=NC(=CC=C1)N1CC(C1)(C)O)C(F)(F)F)C N-(6-(3-cyano-2-methylphenyl)-5-(trifluoromethyl)pyridin-2-yl)-6-(3-hydroxy-3-methylazetidin-1-yl)pyridine-2-sulfonamide